1-(4-methylpyridin-2-yl)-1H-pyrazole CC1=CC(=NC=C1)N1N=CC=C1